methyl (S)-tert-butyl-6-((4-(methoxycarbonyl)-2-((oxetan-2-ylmethyl) amino) phenyl) carbamoyl)-2-azaspiro[3.3]heptane-2-carboxylate C(C)(C)(C)[C@@H]1N(CC12CC(C2)C(NC2=C(C=C(C=C2)C(=O)OC)NCC2OCC2)=O)C(=O)OC